2-(2-((5-(3-(aminomethyl)phenyl)-7-(2-aminophenyl)benzofuran-3-yl)methoxy)phenyl)acetic acid NCC=1C=C(C=CC1)C=1C=C(C2=C(C(=CO2)COC2=C(C=CC=C2)CC(=O)O)C1)C1=C(C=CC=C1)N